(Z)-N-(3-fluoro-7-(hydroxyimino)-4-methoxy-8-oxo-5,6,7,8-tetrahydronaphthalen-1-yl)acetamide FC=1C=C(C=2C(\C(\CCC2C1OC)=N/O)=O)NC(C)=O